NCC1=CC=C(C=C1)NC(=O)C1=CC2=C(OCCC3=C2SC=C3)C=C1C=1C(=NC(=CC1)C(NC1=CC=CC=C1)=O)C(=O)OC methyl 3-(9-((4-(aminomethyl)phenyl)carbamoyl)-4,5-dihydrobenzo[b]thieno[2,3-d]oxepin-8-yl)-6-(phenylcarbamoyl)picolinate